(2R,8S)-8-({5-[(tert-butoxycarbonyl)amino]-6-(hydrazinocarbonyl)-3-(trifluoromethyl)pyridin-2-yl}oxy)-2-hydroxy-2-(trifluoromethyl)nonanoic acid C(C)(C)(C)OC(=O)NC=1C=C(C(=NC1C(=O)NN)O[C@H](CCCCC[C@@](C(=O)O)(C(F)(F)F)O)C)C(F)(F)F